BrC=1C(=CC(=C(C1)NC12CN(CC(CC1)CC2)CCOC2=C(C=NN2C)C2=CC(=CN(C2=O)C)C(=O)OC)[N+](=O)[O-])F methyl 5-[5-(2-{1-[(5-bromo-4-fluoro-2-nitrophenyl) amino]-3-azabicyclo[3.2.2]nonan-3-yl} ethoxy)-1-methylpyrazol-4-yl]-1-methyl-6-oxopyridine-3-carboxylate